6-bromo-1-[(4-methoxyphenyl)methyl]-3,4-dihydro-1,8-naphthyridin-2-one BrC=1C=C2CCC(N(C2=NC1)CC1=CC=C(C=C1)OC)=O